2-oxo-1,3-dioxolane-4-carboxylic acid butyl ester C(CCC)OC(=O)C1OC(OC1)=O